C(CCCCC)[SiH](N([Si](C)(C)C)C)CCCCCC dihexyl-tetramethyl-disilazane